NCCC[P+](CCCC)(CCCC)CCCC (3-Aminopropyl)(tributyl)phosphonium